Cl.FC1=C(C=CC(=C1F)OC)C1=CN=C2N1C=CN=C2NC2=CC(=C(C(=O)NCCOCCN(CC(=O)O)C)C=C2)CC N-(2-(2-(4-((3-(2,3-difluoro-4-methoxyphenyl)imidazo[1,2-a]pyrazin-8-yl)amino)-2-ethylbenzamido)eth-oxy)ethyl)-N-methylglycine hydrochloride